C(CCC)[Sn](C1=NC=CC=C1)(CCCC)CCCC 2-(Tributylstannyl)pyridine